N[C@H](C(=O)N1[C@H]2C[C@H]2C[C@H]1C#N)C12CC3(CC(CC(C1)C3)C2)OCCN2CCC(CC2)C(=O)NC 1-(2-((3-((S)-1-amino-2-((1S,3S,5S)-3-cyano-2-azabicyclo[3.1.0]hexan-2-yl)-2-oxoethyl)adamantan-1-yl)oxy)ethyl)-N-methylpiperidine-4-carboxamide